3-(2,4-bis(trifluoromethyl)phenyl)-7-fluoro-4,5-dihydro-1H-benzo[b]azepine-2(3H)-one FC(C1=C(C=CC(=C1)C(F)(F)F)C1CCC2=C(NC1=O)C=CC(=C2)F)(F)F